4-fluoro-3-(2-{[1-methyl-1-(3-methyl(2-pyridyl))ethyl]amino}pyrimidin-5-yl)benzamide FC1=C(C=C(C(=O)N)C=C1)C=1C=NC(=NC1)NC(C)(C1=NC=CC=C1C)C